COC1=NC=CC(=C1C)N 2-methoxy-3-methylpyridin-4-amine